C1=CC=C(C=C1)N=NC2=CC=C(C=C2)N=NC3=C(C=CC4=CC(=CC(=C43)S(=O)(=O)[O-])S(=O)(=O)[O-])O.[Na+].[Na+] The molecule is an organic sodium salt that is the disodium salt of 7-hydroxy-8-{[4-(phenyldiazenyl)phenyl]diazenyl}naphthalene-1,3-disulfonic acid. Occasionally used for the demonstration of muscle fibres in conjunction with, or as a replacement for, acid fuchsin. It has a role as a histological dye. It contains a 7-hydroxy-8-{[4-(phenyldiazenyl)phenyl]diazenyl}naphthalene-1,3-disulfonate.